methyl (2S)-2-[benzyl(tert-butoxycarbonylsulfamoyl)amino]-3-hydroxy-propanoate C(C1=CC=CC=C1)N([C@H](C(=O)OC)CO)S(NC(=O)OC(C)(C)C)(=O)=O